2,4-dichloro-6-3-octylamino-s-triazine ClC1=NC(=NC(=N1)Cl)NC(CC)CCCCC